CC=1C=2N(C=CC1C1=C(C=3CCCC3C=C1)N)C=NC2 5-(8-methylimidazo[1,5-a]pyridin-7-yl)-2,3-dihydro-1H-inden-4-amine